C[C@@H]1CN(C[C@@H](N1)C)C1=CC(=CC(=N1)CNC=1C2=C(N=CC1)NC=C2C=2C=NN(C2)C)C(F)(F)F N-((6-((3R,5S)-3,5-Dimethylpiperazin-1-yl)-4-(trifluoromethyl)pyridin-2-yl)methyl)-3-(1-methyl-1H-pyrazol-4-yl)-1H-pyrrolo[2,3-b]pyridin-4-amine